4-[1-(4-fluorophenyl)-4-hydroxy-2-(1-methoxycarbonyl-4-piperidyl)indol-3-yl]benzoic acid FC1=CC=C(C=C1)N1C(=C(C2=C(C=CC=C12)O)C1=CC=C(C(=O)O)C=C1)C1CCN(CC1)C(=O)OC